COC=1C=C2C(=CC=NC2=CC1OC)OC1=CC=C(C=C1)NC(=O)C=1C=NC(=C(C1O)C1=CC=C(C=C1)F)C N-[4-(6,7-Dimethoxyquinolin-4-yl)oxyphenyl]-5-(4-fluorophenyl)-4-hydroxy-6-methylpyridine-3-carboxamide